benzyl (1R,5S)-2-azabicyclo[3.1.0]hexane-2-carboxylate [C@@H]12N(CC[C@H]2C1)C(=O)OCC1=CC=CC=C1